COC=1C(=CC2=C(N=CS2)C1)C1=CN(C2=NC(=CC=C21)NC(=O)NCCN2CCN(CC2)C(=O)OC(C)(C)C)COCC[Si](C)(C)C tert-butyl 4-[2-([[3-(5-methoxy-1,3-benzothiazol-6-yl)-1-[[2-(trimethylsilyl)ethoxy]methyl]pyrrolo[2,3-b]pyridin-6-yl]carbamoyl]amino)ethyl]piperazine-1-carboxylate